4,4'-(2,2-Propanediyl)diphenol CC(C)(C1=CC=C(C=C1)O)C1=CC=C(C=C1)O